2-(2,4,6-trichloropyrimidin-5-yl)ethan-1-ol-2-d ClC1=NC(=C(C(=N1)Cl)C(CO)[2H])Cl